L-2-amino-2-(hydroxymethyl)propane-1,3-diol NC(CO)(CO)CO